2-(6-((2-((2-aminoethyl)amino)pyrimidin-4-yl)oxy)-1-hydroxy-4-methyl-1,3-dihydrobenzo[c][1,2]oxaborol-3-yl)acetic acid NCCNC1=NC=CC(=N1)OC=1C=C(C2=C(B(OC2CC(=O)O)O)C1)C